methyl 3-(methoxymethyl)-1-(1,2,3,4-tetrahydroisoquinolin-7-ylmethyl)pyrazole-4-carboxylate hydrochloride Cl.COCC1=NN(C=C1C(=O)OC)CC1=CC=C2CCNCC2=C1